FC=1C=C(NCCN2CC(C2)CF)C=C(C1[C@H]1N([C@@H](CC2=C1NC1=CC=CC=C21)C)CC(C)(C)F)F 3,5-difluoro-N-[2-[3-(fluoromethyl)azetidin-1-yl]ethyl]-4-[(1R,3R)-2-(2-fluoro-2-methyl-propyl)-3-methyl-1,3,4,9-tetrahydropyrido[3,4-b]indol-1-yl]aniline